2-(chloromethyl)-1-((1-(cyanomethyl)cyclopropyl)methyl)-1H-benzo[d]imidazole-6-carboxylic acid methyl ester COC(=O)C=1C=CC2=C(N(C(=N2)CCl)CC2(CC2)CC#N)C1